CN1C=C2C=CC3=CN(C=C4C=CC(=C1)C2=C43)C N,N'-dimethyl-2,7-diazapyrene